2-(3-((R)-((1s,3S)-3-(difluoromethoxy)cyclobutyl)(4-methyl-4H-1,2,4-triazol-3-yl)methyl)phenyl)-6-(((1-methylcyclobutyl)amino)methyl)-4-(trifluoromethyl)isoindolin FC(OC1CC(C1)[C@H](C=1C=C(C=CC1)N1CC2=CC(=CC(=C2C1)C(F)(F)F)CNC1(CCC1)C)C1=NN=CN1C)F